ONC(=N)C1(CCC1)N1C(=CC2=CC(=CC=C12)C1CCOCC1)C(=O)OCC ethyl 1-[1-(N-hydroxycarbamimidoyl) cyclobutyl]-5-tetrahydropyran-4-yl-indole-2-carboxylate